5-methyl-2-(4'-(trifluoromethyl)phenyl)-1,2-dihydro-3H-pyrazol-3-one CC1=CC(N(N1)C1=CC=C(C=C1)C(F)(F)F)=O